[4-(1-methylpyrazol-4-yl)thiazol-2-yl]pyridine-3-carboxamide CN1N=CC(=C1)C=1N=C(SC1)C1=NC=CC=C1C(=O)N